2-(2-(1-(2,2-difluoroethyl)azetidin-3-yl)-5-oxo-8-(trifluoromethyl)pyrazolo[1,5-a]pyrido[3,2-e]pyrimidin-4(5H)-yl)-N-(5-fluoropyridin-2-yl)acetamide FC(CN1CC(C1)C1=NN2C(N(C(C3=C2N=C(C=C3)C(F)(F)F)=O)CC(=O)NC3=NC=C(C=C3)F)=C1)F